N[C@@]1(CN(C[C@H]1CCCB1OC(C(O1)(C)C)(C)C)C1=C(C(C1=O)=O)N)C(=O)O |r| (rac)-trans-3-amino-1-(2-amino-3,4-dioxocyclobut-1-en-1-yl)-4-(3-(4,4,5,5-tetramethyl-1,3,2-dioxaborolan-2-yl)propyl)pyrrolidine-3-carboxylic acid